methyl 3-((4-(5-(pyrimidin-4-yl)-4H-1,2,4-triazol-3-yl)piperidin-4-yl)amino)benzoate N1=CN=C(C=C1)C=1NC(=NN1)C1(CCNCC1)NC=1C=C(C(=O)OC)C=CC1